6-hydroxy-5'-methyl-4-pentyl-2'-(prop-1-en-2-yl)-[1,1'-biphenyl]-2-yl methyl cyclopentylphosphonate C1(CCCC1)P(OC1=C(C(=CC(=C1)CCCCC)O)C1=C(C=CC(=C1)C)C(=C)C)(OC)=O